O=C([C@H](O)[C@@H](O)[C@H](O)[C@H](O)CO)[O-].O=C([C@H](O)[C@@H](O)[C@H](O)[C@H](O)CO)[O-].[Mg+2] magnesium di-gluconate